benzyl {(1S)-1-[(2R,3S)-2-methyl-2,3-dihydrofuro[3,2-b]pyridin-3-yl]ethyl}carbamate C[C@@H]1[C@H](C2=NC=CC=C2O1)[C@H](C)NC(OCC1=CC=CC=C1)=O